1-AMINONAPHTHALENE-2-CARBOXALDEHYDE NC1=C(C=CC2=CC=CC=C12)C=O